2-(2,6-dichlorophenyl)-9-(4-(piperazin-1-yl)phenyl)imidazo[2,1-f][1,6]naphthyridine-3-carboxamide ClC1=C(C(=CC=C1)Cl)C=1N=C2C=3C=C(C=NC3C=CN2C1C(=O)N)C1=CC=C(C=C1)N1CCNCC1